C(C)OC(C(F)(F)OC=1C(=NC(=NC1OC)N)OC)=O 2-(2-amino-4,6-dimethoxy-pyrimidin-5-yl)oxy-2,2-difluoro-acetic acid ethyl ester